C1(CCC1)CN1C(C2=C(CCC1)C(=CN2)C2=NC(=NC=C2C(F)(F)F)NC2CNC(CC2)(C)C)=O 7-(cyclobutylmethyl)-3-{2-[(6,6-dimethylpiperidin-3-yl)amino]-5-(trifluoromethyl)pyrimidin-4-yl}-1H,4H,5H,6H,7H,8H-pyrrolo[2,3-c]azepin-8-one